COC([C@@H](NC(\C=C\C=1C(=NN(C1)C1=CC(=CC=C1)Cl)C1=CC(=CC=C1)OC)=O)CC1=CNC2=CC=CC=C12)=O (E)-(3-(1-(3-chlorophenyl)-3-(3-methoxyphenyl)-1H-pyrazol-4-yl)acryloyl)-L-tryptophan methyl ester